2-Fluoro-6-[[(1R)-1-[2-(2-fluorophenyl)-3,6-dimethyl-4-oxo-chromen-8-yl]ethyl]amino]benzonitrile FC1=C(C#N)C(=CC=C1)N[C@H](C)C=1C=C(C=C2C(C(=C(OC12)C1=C(C=CC=C1)F)C)=O)C